FC1=C(OC2=CC3=C(N=C(N=C3)N[C@H](C(C)(C)O)C)N(C2=O)C)C=CC(=C1)F 6-(2,4-difluorophenoxy)-2-{[(1S)-2-hydroxy-1,2-dimethylpropyl]amino}-8-methylpyrido[2,3-d]pyrimidin-7(8H)-one